tert-butyl (R)-6-methyl-4,7-diazaspiro[2.5]octane-4-carboxylate C[C@@H]1CN(C2(CC2)CN1)C(=O)OC(C)(C)C